C(=O)NCCCN(CCCCCCCC(=O)OCCC(CCCC)CCCC)CCCCCCCC(=O)OC(CCCCCCCC)CCCCCCCC 3-butylheptyl 8-((3-formamidopropyl)(8-(heptadecan-9-yloxy)-8-oxooctyl)amino)octanoate